C(C)(C)N1N=CC(=C1)C1=CC(=NC=N1)N 6-(1-Isopropyl-1H-pyrazol-4-yl)pyrimidin-4-amine